P(=O)(OC(C1=C(C=C(C=C1C)C)C)=O)(OC(C1=C(C=C(C=C1C)C)C)=O)OC1=CC=CC=C1 bis(2,4,6-trimethylbenzoyl) phenyl phosphate